5-[8-fluoro-2-(piperidin-4-yl)quinazolin-6-yl]-2-methyl-2H-indazole-7-carbonitrile FC=1C=C(C=C2C=NC(=NC12)C1CCNCC1)C1=CC2=CN(N=C2C(=C1)C#N)C